3-(5-(((1r,4r)-5-benzhydryl-2,5-diazabicyclo[2.2.1]heptan-2-yl)methyl)-7-fluoro-1-oxoisoindolin-2-yl)piperidine-2,6-dione C(C1=CC=CC=C1)(C1=CC=CC=C1)N1[C@H]2CN([C@@H](C1)C2)CC=2C=C1CN(C(C1=C(C2)F)=O)C2C(NC(CC2)=O)=O